FC1=CC=C(C=C1)C=1SC2=C(N1)C=CC(=C2)N 2-(4-fluorophenyl)benzo[d]thiazol-6-amine